C(CCCCC)C(C=O)=CC1=CC=CC=C1 n-Hexyl-cinnamaldehyde